C(C)C1N[C@@H](CC=2C1=C(N(N2)CCNC(C)C2=CC=C(C=C2)OC(F)F)C(=O)OCC2=C(C(=NC(=C2)Cl)Cl)F)C (2,6-dichloro-3-fluoropyridin-4-yl)methanol ethyl-(6R)-2-(2-((1-(4-(difluoromethoxy)phenyl)ethyl)amino)ethyl)-6-methyl-4,5,6,7-tetrahydro-2H-pyrazolo[4,3-c]pyridine-3-carboxylate